S1C(=NC2=C1C=CC=C2)C=2C=C(C=CC2O)C2=CC=C(C=C2)C=2N(N=C1C3C(C(CC21)C3)(C)C)C3=CC=C(C=C3)[N+](=O)[O-] 3-(benzothiazol-2-yl)-4'-(6,6-dimethyl-2-(4-nitrophenyl)-4,5,6,7-tetrahydro-2H-5,7-methanoindazol-3-yl)-1,1'-biphenyl-4-ol